CC1=C(C=CC=2SC3=C(C21)C=CC(=C3)C)C 1,2,7-trimethyldibenzothiophene